N1-(3-aminopropyl)-N3-(2-benzyl-7-(2-methyl-2H-tetrazol-5-yl)-9H-pyrimido[4,5-b]indol-4-yl)-N1-methylpropane-1,3-diamine NCCCN(CCCNC1=NC(=NC=2NC3=CC(=CC=C3C21)C=2N=NN(N2)C)CC2=CC=CC=C2)C